1-[4-[[5-[1-(5-Amino-2-pyridyl)-3-(trifluoromethyl)pyrazol-4-yl]-1-methyl-imidazole-2-carbonyl]amino]-2-chloro-benzoyl]isonipecotic acid NC=1C=CC(=NC1)N1N=C(C(=C1)C1=CN=C(N1C)C(=O)NC1=CC(=C(C(=O)N2CCC(C(=O)O)CC2)C=C1)Cl)C(F)(F)F